tert-butyl 7-(7-fluoro-4-hydroxy-pyrido[3,2-d]pyrimidin-6-yl)-4,7-diazaspiro[2.5]octane-4-carboxylate FC1=CC=2N=CN=C(C2N=C1N1CCN(C2(CC2)C1)C(=O)OC(C)(C)C)O